FC1CC2=CC=3CCCC3C(=C2C1)NC(=O)NS(=O)(=N)C=1C=NN2C1OCC(C2)(C)C N-((2-fluoro-1,2,3,5,6,7-hexahydro-s-indacen-4-yl)carbamoyl)-6,6-dimethyl-6,7-dihydro-5H-pyrazolo[5,1-b][1,3]oxazine-3-sulfonimidamide